cis-3-undecene-1,11-dicarboxylic acid C(C\C=C/CCCCCCCC(=O)O)C(=O)O